BrC1=C(C(=CC(=C1)F)Cl)C1(CC1)C1=NOC(=N1)C1=NN(C(=C1)C(F)F)CC(=O)N 2-(3-(3-(1-(2-bromo-6-chloro-4-fluorophenyl)cyclopropyl)-1,2,4-oxadiazol-5-yl)-5-(difluoromethyl)-1H-pyrazol-1-yl)acetamide